C(#N)C1=CC=2N(C3=CC=C(C=C3OC2C=C1)C#N)CCCC 2,7-dicyano-10-butylphenoxazine